FC1(CCC(CC1)NC1=NN2C(C(=N1)OC)=C(C=C2)C=2C=CC=1N(C2)C(=CN1)C(=O)NC)F 6-(2-((4,4-difluorocyclohexyl)amino)-4-methoxypyrrolo[2,1-f][1,2,4]triazin-5-yl)-N-methylimidazo[1,2-a]pyridine-3-carboxamide